NC1=NC(=CC(=N1)N1CCC2(C[C@H](NC2)C(=O)O)CC1)O[C@@H](C(F)(F)F)C1=CC=C(C=C1)C1=CC(=CC=C1)OC(C)C (S)-8-(2-amino-6-((R)-2,2,2-trifluoro-1-(3'-isopropoxy-[1,1'-biphenyl]-4-yl)ethoxy)pyrimidin-4-yl)-2,8-diazaspiro[4.5]decane-3-carboxylic acid